2-(3,8-diazabicyclo[3.2.1]octan-3-yl)-7-(thiazol-2-yl)-4-(trifluoromethoxy)benzo[d]oxazole-5-carboxylic acid C12CN(CC(CC1)N2)C=2OC1=C(N2)C(=C(C=C1C=1SC=CN1)C(=O)O)OC(F)(F)F